2-((2-(3,8-diazabicyclo[3.2.1]octan-3-yl)-7-(thiazol-4-yl)benzo[d]oxazol-4-yl)oxy)-2,2-difluoroethan-1-ol C12CN(CC(CC1)N2)C=2OC1=C(N2)C(=CC=C1C=1N=CSC1)OC(CO)(F)F